1-[4-(2,3-dimethylphenyl)piperazin-1-yl]-2-[3-(4-hydroxyoctahydroquinoline-1(2H)-carbonyl)-5,6-dihydrocyclopenta[c]pyrazol-1(4H)-yl]ethan-1-one CC1=C(C=CC=C1C)N1CCN(CC1)C(CN1N=C(C2=C1CCC2)C(=O)N2CCC(C1CCCCC21)O)=O